CS(=O)(=O)C=1C=NC2=CC(=NC(=C2C1)OC1CCC(CC1)N)N1CCOCC1 (1s,4s)-4-((3-(methylsulfonyl)-7-morpholino-1,6-naphthyridin-5-yl)oxy)cyclohexan-1-amine